S1C=NC2=C1C=CC(=C2)CN(C(=O)[C@H]2N(CCC2)S(=O)(=O)C2=CC(=C(C=C2)C)F)C2CCC1(CC1(F)F)CC2 (S)-N-(benzo[d]thiazol-5-ylmethyl)-N-((3R,6s)-1,1-difluorospiro[2.5]octan-6-yl)-1-((3-fluoro-4-methylphenyl)sulfonyl)pyrrolidine-2-carboxamide